N-(3,4-dihydroxy-5-(4-chlorophenyl)-2-furanyl)acetamide OC1=C(OC(=C1O)C1=CC=C(C=C1)Cl)NC(C)=O